5-[[4-[2-(2-carbamimidoylhydrazino)-2-oxo-ethyl]-3-fluoro-phenyl]sulfonylamino]thiazole-4-carboxylic acid C(N)(=N)NNC(CC1=C(C=C(C=C1)S(=O)(=O)NC1=C(N=CS1)C(=O)O)F)=O